benzo[1,2-b:4,5-b']difuran-4-ylcarbamic acid tert-butyl ester C(C)(C)(C)OC(NC1=C2C(OC=C2)=CC2=C1OC=C2)=O